3-(4-methyl-3-pyridinyl)-2,7-naphthyridine-1,6-diamine CC1=C(C=NC=C1)C=1N=C(C2=CN=C(C=C2C1)N)N